N-(6-((2-fluorophenyl)amino)-1H-pyrazolo[3,4-b]pyridin-3-yl)-4-(1-isopropylpiperidin-4-yl)benzamide FC1=C(C=CC=C1)NC1=CC=C2C(=N1)NN=C2NC(C2=CC=C(C=C2)C2CCN(CC2)C(C)C)=O